3-(6-Bromopyridin-2-yl)-3-oxopropanecarbonitrile BrC1=CC=CC(=N1)C(CCC#N)=O